1-(2-(5-(3-(Methylamino)phenyl)-1H-imidazol-2-yl)piperidin-1-yl)-2-(methylsulfanyl)propan-1-one CNC=1C=C(C=CC1)C1=CN=C(N1)C1N(CCCC1)C(C(C)SC)=O